BrC1=CC=C(C=C1)N(C1=CC=C(C=C1)B(O)O)C1=CC=C(C=C1)Br 4-(bis(4-bromophenyl)amino)phenylboronic acid